(R)-8-methyl-5-((1-methyl-1H-pyrazol-4-yl)methyl)-N-(1-methylcyclopropyl)-4-oxo-4,5,7,8-tetrahydroimidazo[1,2-a]thieno[3,2-e]pyrimidine-2-sulfonamide C[C@@H]1CN=C2N1C1=C(C(N2CC=2C=NN(C2)C)=O)C=C(S1)S(=O)(=O)NC1(CC1)C